5-(pyridin-2-yl)-N-(3-(pyrrolidin-1-yl)propyl)pyrimidin-2-amine N1=C(C=CC=C1)C=1C=NC(=NC1)NCCCN1CCCC1